The molecule is a glycinyl ester, an 11beta-hydroxy steroid, a 17alpha-hydroxy steroid, a glucocorticoid, a 3-oxo-Delta(4) steroid and a tertiary alpha-hydroxy ketone. It has a role as an anti-inflammatory drug and an immunosuppressive agent. It derives from a cortisone. CCN(CC)CC(=O)OCC(=O)[C@]1(CC[C@@H]2[C@@]1(C[C@@H]([C@H]3[C@H]2CCC4=CC(=O)CC[C@]34C)O)C)O